F[C@@H]1CN(CC1)C(C=C)=O ((S)-3-fluoropyrrolidin-1-yl)prop-2-en-1-one